C(CCCCCCC)C1=CC=C(C=C1)NC1=CC=CC2=CC=CC=C12 para-octyl-phenyl-alpha-naphthyl-amine